C(CCC)N1C(C(CC1=O)C(=O)OC(CC(C)C)C)=O 1,3-dimethylbutyl 1-butyl-5-oxopyrrolidone-3-carboxylate